N-[2-(Furan-2-yl)-8-hydroxy-6-[4-(3-phenylprop-2-enoyl)phenoxy]-4,4a,6,7,8,8a-hexahydropyrano[3,2-d][1,3]dioxin-7-yl]acetamide O1C(=CC=C1)C1OCC2C(O1)C(C(C(O2)OC2=CC=C(C=C2)C(C=CC2=CC=CC=C2)=O)NC(C)=O)O